C(OCB(O)O)B(O)O 2-oxa-1,3-propanediboronic acid